NC1=C(C=C(C=N1)NC(C(=O)N1[C@@H](CC[C@H](C1)C)C=1C=NC=2NC(CCC2C1)=O)=O)CC N-(6-amino-5-ethyl-3-pyridyl)-2-[(2S,5R)-5-methyl-2-(7-oxo-6,8-dihydro-5H-1,8-naphthyridin-3-yl)-1-piperidyl]-2-oxo-acetamide